CS(=O)C1=CC=CC=C1 methylphenyl SULFOXIDE